2-[5-(1,3-dihydro-3,3-dimethyl-1-propyl-2H-indol-2-ylidene)-1,3-pentadienyl]-3,3-dimethyl-1-propyl-3H-indolium perchlorate Cl(=O)(=O)(=O)[O-].CC1(C(N(C2=CC=CC=C12)CCC)=CC=CC=CC1=[N+](C2=CC=CC=C2C1(C)C)CCC)C